N-{3-[4-(Cyclopropylamino)-6-phenylfuro[2,3-d]pyrimidin-5-yl]phenyl}prop-2-enamide C1(CC1)NC=1C2=C(N=CN1)OC(=C2C=2C=C(C=CC2)NC(C=C)=O)C2=CC=CC=C2